bisdimethylaminodimethylaminosilane CN(C)[SiH](N(C)C)N(C)C